NC1=C(C#N)C=C(C=C1)C(=O)C1=CC=C2C(=CC=CN12)Br 2-amino-5-(8-bromoindolizine-3-carbonyl)benzonitrile